6-((Z)-2-(3-((4aR,5R,7aR)-2-amino-5-(fluoromethyl)-4a,5,7,7a-tetrahydro-4H-furo[3,4-d][1,3]thiazin-7a-yl)-4-fluorophenyl)-1-fluorovinyl)nicotinonitrile NC=1SC[C@@H]2[C@](N1)(CO[C@H]2CF)C=2C=C(C=CC2F)\C=C(/F)\C2=NC=C(C#N)C=C2